C(C1=CC=CC=C1)NC(CO)C(F)(F)F 2-(Benzylamino)-3,3,3-trifluoropropan-1-ol